C(C)NCCN N-Ethyl-1,2-ethandiamin